N-[(3R)-1-{5-[5-cyclopropyl-3-(2,4,6-trifluorophenyl)pyridin-2-yl]-4,5-dihydro-1,2-oxazol-3-yl}-4,4-difluoropyrrolidin-3-yl]methanesulfonamide C1(CC1)C=1C=C(C(=NC1)C1CC(=NO1)N1C[C@H](C(C1)(F)F)NS(=O)(=O)C)C1=C(C=C(C=C1F)F)F